tert-butyl 3-[(2-chloro-4-fluoro-phenyl)carbamoyl]azetidine-1-carboxylate ClC1=C(C=CC(=C1)F)NC(=O)C1CN(C1)C(=O)OC(C)(C)C